CC1(C=CC=C(N1)C1=NC=CC=C1)C 6,6-dimethyl-2,2-bipyridine